FC=1C=CC=2C3=C(N=C(C2C1)N1CCCC2=C(C=CC=C12)C#CC(C)(O)C)N=NN3C 4-(1-(7-fluoro-1-methyl-1H-[1,2,3]triazolo[4,5-c]isoquinolin-5-yl)-1,2,3,4-tetrahydroquinolin-5-yl)-2-methylbut-3-yn-2-ol